2-(difluoromethoxy)-N-(3-(2-((4-(dimethylamino)cyclohexyl)amino)quinazolin-6-yl)-2,4-difluorophenyl)pyridine-3-sulfonamide dihydrochloride Cl.Cl.FC(OC1=NC=CC=C1S(=O)(=O)NC1=C(C(=C(C=C1)F)C=1C=C2C=NC(=NC2=CC1)NC1CCC(CC1)N(C)C)F)F